(5R)-5-[2-[tert-butyl(diphenyl)silyl]oxyethyl]-3-[(4-methoxyphenyl)methyl]oxazolidin-2-one [Si](C1=CC=CC=C1)(C1=CC=CC=C1)(C(C)(C)C)OCC[C@@H]1CN(C(O1)=O)CC1=CC=C(C=C1)OC